((((9H-fluoren-9-yl)methoxy)carbonyl)amino)-4-methoxy-4-oxobutane-1-sulfonic acid C1=CC=CC=2C3=CC=CC=C3C(C12)COC(=O)NC(CCC(=O)OC)S(=O)(=O)O